(R)-3-(1,4-Dimethyl-1H-benzo[d][1,2,3]triazol-5-yl)-3-(4-methyl-3-((2,2,8-trimethyl-2,3-dihydrobenzo[f][1,4]oxazepin-4(5H)-yl)methyl)phenyl)propanoic acid CN1N=NC2=C1C=CC(=C2C)[C@H](CC(=O)O)C2=CC(=C(C=C2)C)CN2CC(OC1=C(C2)C=CC(=C1)C)(C)C